(3S)-3-amino-4-(4-{[(furan-2-yl)methyl]amino}-7-methylthieno[3,2-c]pyridazin-6-yl)butan-1-ol N[C@@H](CCO)CC1=C(C=2N=NC=C(C2S1)NCC=1OC=CC1)C